6-hexylisocyanate CCCCCCN=C=O